N-((S)-1-cyano-2-(2-fluoro-4-(3-methyl-2-oxo-2,3-dihydrobenzo[d]oxazol-5-yl)phenyl)ethyl)-6-(methylamino)-1,4-oxazepane-2-carboxamide C(#N)[C@H](CC1=C(C=C(C=C1)C=1C=CC2=C(N(C(O2)=O)C)C1)F)NC(=O)C1OCC(CNC1)NC